CC1C(C2=CC=3CC(CC3C=C2C1)(C)C)=O 2,6,6-Trimethyl-3,5,6,7-tetrahydro-s-indacen-1(2H)-one